C(C)(C)(C)OC(=O)NC=1C(=C(C(=O)OC)C(=CC1)F)Cl methyl 3-((tert-butoxycarbonyl) amino)-2-chloro-6-fluorobenzoate